CC(CCCCCCCCCCCCCCCCCCC)O heneicosan-2-ol